ClC=1C(=NC=CC1C1=CC=NC=C1)Cl dichloro-4,4'-bipyridine